N[C@@H]1C=2N=C(SC2CC12CCN(CC2)C=2N=CC(=NC2)SC2=C(C(=NC=C2)N2CC(C2)C(C)(C)O)Cl)Cl (S)-2-(1-(4-(5-(4-amino-2-chloro-4,6-dihydrospiro[cyclopenta[d]thiazole-5,4'-piperidin]-1'-yl)pyrazin-2-ylsulfanyl)-3-chloropyridin-2-yl)azetidin-3-yl)propan-2-ol